3-(cyclopropoxy)azetidine hydrochloride salt Cl.C1(CC1)OC1CNC1